COC1=CC=C(C=C1)C(CN1C(=CC2=CC=C(C=C12)NC1=CC(=NC=C1)OC)C(=O)N1CC(CC1)=O)=O 1-(1-(2-(4-methoxyphenyl)-2-oxoethyl)-6-((2-methoxypyridin-4-yl)amino)-1H-indole-2-carbonyl)pyrrolidin-3-one